4-(2-aminophenyl)-2,4-dioxobutyric acid NC1=C(C=CC=C1)C(CC(C(=O)O)=O)=O